FC(C(C)=O)C(OC)OC 3-fluoro-4,4-dimethoxybutan-2-one